FC(C1=CC=C(C=C1)NC=1C=C2CCN=CC2=CC1)(F)F 6-((4-(trifluoromethyl)phenyl)amino)-3,4-dihydroisoquinolin